(R)-6-hydroxy-2,5,7,8-tetramethylchroman-2-carboxylic acid OC=1C(=C2CC[C@@](OC2=C(C1C)C)(C(=O)O)C)C